BrC1=CC(=NC(=C1)C)N[C@H](C)C=1N=C2N(C=C(C=C2N2C(N(C(C2)=O)C)=O)C2CC2)C1 (R)-1-(2-(1-((4-bromo-6-methylpyridin-2-yl)amino)ethyl)-6-cyclopropylimidazo[1,2-a]pyridin-8-yl)-3-methylimidazolidine-2,4-dione